rac-8-benzyl-6-oxo-8-azabicyclo[3.2.1]oct-3-ylacetate C(C1=CC=CC=C1)N1C2CC(CC1C(C2)=O)CC(=O)[O-]